(3R)-10-chloro-11-(5-chloro-2,4-difluorophenyl)-8-((3S,5R)-3,5-dimethylpiperazin-1-yl)-3-methoxy-3,4-dihydro-2H,6H-[1,4]thiazepino[2,3,4-ij]quinazolin-6-one ClC=1C=C2C(=NC(N3C2=C(C1C1=C(C=C(C(=C1)Cl)F)F)SC[C@@H](C3)OC)=O)N3C[C@@H](N[C@@H](C3)C)C